FC1=C2C(=C(C=3N(C=NC31)CCN(C(OC(C)(C)C)=O)C)F)CC(C2)C=O tert-Butyl N-[2-(4,8-difluoro-6-formyl-6,7-dihydro-5H-cyclopenta[f]benzimidazol-1-yl)ethyl]-N-methyl-carbamate